2-((2-(dimethylamino)ethyl)(methyl)amino)-4-((triisopropylsilyl)ethynyl)pyrimidine-5-carboxylic acid ethyl ester C(C)OC(=O)C=1C(=NC(=NC1)N(C)CCN(C)C)C#C[Si](C(C)C)(C(C)C)C(C)C